tert-Butyl 4-(4-(2,4-dioxo-3-((2-(trimethylsilyl)ethoxy)methyl)tetrahydropyrimidin-1(2H)-yl)-7H-pyrrolo[2,3-d]pyrimidin-7-yl)piperidine-1-carboxylate O=C1N(CCC(N1COCC[Si](C)(C)C)=O)C=1C2=C(N=CN1)N(C=C2)C2CCN(CC2)C(=O)OC(C)(C)C